C(C1=CC=CC=C1)OC1=CC=C(CNC2=C3C(N(C(=NC3=CC=C2)C)C2C(NC(CC2)=O)=O)=O)C=C1 3-(5-((4-(benzyloxy)benzyl)amino)-2-methyl-4-oxoquinazolin-3(4H)-yl)piperidine-2,6-dione